1-(3-bromophenyl)ethane BrC=1C=C(C=CC1)CC